2-(2-aminoethyl)-N-(3,4-dichlorophenyl)-2,3,4,9-tetrahydro-1H-pyrido[3,4-b]indol-6-amine NCCN1CC=2NC3=CC=C(C=C3C2CC1)NC1=CC(=C(C=C1)Cl)Cl